anti-carbonyl sulfide C(=O)=S